ClC=1C=CC2=C(N=C(O2)C2CC3(CC(C3)NC(=O)N3CCCC3)C2)C1 N-[6-(5-chloro-1,3-benzoxazol-2-yl)spiro[3.3]heptan-2-yl]pyrrolidine-1-carboxamide